C1(CC1)C=1C=CC2=C(C1)OC1(COC1)C1=C2N=C(S1)N 7-cyclopropylspiro[chromeno[4,3-d]thiazole-4,3'-oxetan]-2-amine